NC=1C(=NC(=CC1)OC)N(CCCC1=C(C=CC(=C1)F)NC1=C(C(=O)O)C=C(C(=C1)C(F)(F)F)F)C(=O)OC(C)(C)C 2-((2-(3-((3-Amino-6-methoxypyridin-2-yl)(tert-butoxycarbonyl)amino)propyl)-4-fluorophenyl)amino)-5-fluoro-4-(trifluoromethyl)benzoic acid